N-[(cis)-2-hydroxy-2-methylcyclopentyl]-3-oxo-2-(pyridin-3-yl)-6-[4-(trifluoromethoxy)phenyl]-2,3-dihydropyridazine-4-carboxamide O[C@@]1([C@@H](CCC1)NC(=O)C=1C(N(N=C(C1)C1=CC=C(C=C1)OC(F)(F)F)C=1C=NC=CC1)=O)C